[C@@H]1([C@H](O)[C@H](O)[C@@H](C[S+](CCCN)C)O1)N1C=NC=2C(N)=NC=NC12 S-Adenosyl-methioninamine